C(C)(=O)C1=C(C(=C(C(=C1)OC)SCCNC(C=C)=O)OC)N N-(2-((4-Acetyl-3-amino-2,6-dimethoxyphenyl)thio)ethyl)acrylamid